C(CCCCC)[B-](C1=CC(=CC=C1)C(F)(F)F)(C1=CC(=CC=C1)C(F)(F)F)C1=CC(=CC=C1)C(F)(F)F.C(C1=CC=CC=C1)[N+](C1=CC=CC=C1)(C)C benzyldimethylanilinium hexyltris(3-trifluoromethylphenyl)borate